ICOC(CCCCCCCCCCCC)=O.[Si](C)(C)(C(C)(C)C)OCCN(S(=O)(=O)C1(CC1)CO)CC1=CC=C(C=C1)OC N-[2-[tert-butyl(dimethyl)silyl]oxyethyl]-1-(hydroxymethyl)-N-[(4-methoxyphenyl)methyl]cyclopropanesulfonamide iodomethyl-tridecanoate